2-Chloro-N-{2-[4-(difluoromethyl)-1,3-thiazol-5-yl]-2-{4-[(4-methoxypyrimidin-2-yl)oxy]piperidin-1-yl}ethyl}-6-fluorobenzamide ClC1=C(C(=O)NCC(N2CCC(CC2)OC2=NC=CC(=N2)OC)C2=C(N=CS2)C(F)F)C(=CC=C1)F